CN(CCCN1N(CCCN1)CCCN(C)C)C bis-(3-dimethylaminopropyl)hexahydrotriazine